CC=1C(NC(N(C1)[C@@H]1C=C[C@@H](O1)OC[P@@](=O)(OC1=CC=CC=C1)N[C@@H](C)C(=O)OCC)=O)=O |o1:14| ethyl ((R or S)-((((2S,5S)-5-(5-methyl-2,4-dioxo-3,4-dihydropyrimidin-1(2H)-yl)-2,5-dihydrofuran-2-yl)oxy)methyl)(phenoxy)phosphoryl)-L-alaninate